ClC=1C=C(OC2C(C(C2(C)C)NC(C2=CN=C(C=C2)N2CCN(CC2)CCCCCOC2=CC=C3C(=CN=CC3=C2)N2C(NC(C=C2)=O)=O)=O)(C)C)C=CC1C#N rac-N-((1r,3r)-3-(3-chloro-4-cyanophenoxy)-2,2,4,4-tetramethylcyclobutyl)-6-(4-(5-((4-(2,4-dioxo-3,4-dihydropyrimidin-1(2H)-yl)isoquinolin-7-yl)oxy)pentyl)piperazin-1-yl)nicotinamide